ClC1=CC=CC=2N(C(=NC21)CN2[C@@H]1CC[C@H]1N(CC2)C2=CC=CC=1O[C@](OC12)(C)C1=NC=C(C=C1)Cl)C[C@H]1OCC1 4-Chloro-2-(((1R,6R)-5-((S)-2-(5-chloropyridin-2-yl)-2-methylbenzo[d][1,3]dioxol-4-yl)-2,5-diazabicyclo[4.2.0]octan-2-yl)methyl)-1-(((S)-oxetan-2-yl)methyl)-1H-benzo[d]imidazole